bis(3,5-di-tert-butyl-4-hydroxylphenyl) adipate C(CCCCC(=O)OC1=CC(=C(C(=C1)C(C)(C)C)O)C(C)(C)C)(=O)OC1=CC(=C(C(=C1)C(C)(C)C)O)C(C)(C)C